C1(CC1)NS(=O)(=O)NC=1C=CC(=NC1)C=1N=NN(C1NC(O[C@H](C)C=1C(=NC=CC1)Cl)=O)C (R)-1-(2-chloropyridin-3-yl)ethyl (4-(5-((N-cyclopropylsulfamoyl) amino)pyridin-2-yl)-1-methyl-1H-1,2,3-triazol-5-yl)carbamate